(S)-1-(4-Cyanopyridin-2-yl)-N-((S)-1-(2,4-dichlorophenyl)-2-((3,3-difluorocyclobutyl)amino)-2-oxoethyl)-N-(3,5-difluorophenyl)-5-oxopyrrolidine-2-carboxamide C(#N)C1=CC(=NC=C1)N1[C@@H](CCC1=O)C(=O)N(C1=CC(=CC(=C1)F)F)[C@H](C(=O)NC1CC(C1)(F)F)C1=C(C=C(C=C1)Cl)Cl